C(#N)[C@H]1N([C@H]2C[C@H]2C1)C(CC1=NC2=CC(=CC=C2C(=C1)C(=O)N)C(F)F)=O (2-((1S,3S,5S)-3-cyano-2-azabicyclo[3.1.0]hex-2-yl)-2-oxoethyl)-7-(difluoromethyl)quinoline-4-carboxamide